N-(6-cyclopropyl-4-{2-[(3,3-difluoro-1-azetidinyl)carbonyl]-4-difluoromethoxyphenyl}-2-pyridyl)-5-{[(S)-1-cyclobutylethylamino]methyl}-1-cyclopropyl-2-oxo-1,2-dihydronicotinamide C1(CC1)C1=CC(=CC(=N1)NC(C=1C(N(C=C(C1)CN[C@@H](C)C1CCC1)C1CC1)=O)=O)C1=C(C=C(C=C1)OC(F)F)C(=O)N1CC(C1)(F)F